1-(5-(2-fluorophenyl)-1-((3-(piperazin-1-yl)phenyl)sulfonyl)-1H-pyrrol-3-yl)-N-methylmethylamine dihydrochloride Cl.Cl.FC1=C(C=CC=C1)C1=CC(=CN1S(=O)(=O)C1=CC(=CC=C1)N1CCNCC1)CNC